1-(2-chloro-6-nitro-phenyl)piperidin-2-one ClC1=C(C(=CC=C1)[N+](=O)[O-])N1C(CCCC1)=O